1-[4-chloro-3-(trifluoromethyl)phenyl]-3-(4-fluorophenyl)guanidine ClC1=C(C=C(C=C1)NC(=N)NC1=CC=C(C=C1)F)C(F)(F)F